(1R,2R,3aS,10aR)-2-hydroxy-1-[(1E,3R)-3-hydroxy-3-(1-phenylcyclopropyl)-1-propen-1-yl]-2,3,3a,9,10,10a-hexahydro-1H-benzo[b]cyclopenta[f]oxepin-6-carboxylic acid O[C@@H]1C[C@H]2[C@H](CCC3=C(O2)C=C(C=C3)C(=O)O)[C@H]1\C=C\[C@H](C1(CC1)C1=CC=CC=C1)O